5-(5-fluoro-7-hydroxy-3-(isopentylamino)-1,2,3,4-tetrahydroquinolin-6-yl)-1,2,5-thiadiazolidin-3-one 1,1-dioxide FC1=C2CC(CNC2=CC(=C1N1CC(NS1(=O)=O)=O)O)NCCC(C)C